[NH3+]CCCCCCCC[NH3+] 1,8-diammoniooctane